(2S,4R)-1-(2-(3-acetyl-5-(2-(methylamino)pyrimidin-5-yl)-1H-indazol-1-yl)acetyl)-N-(6-bromopyridin-2-yl)-4-fluoropyrrolidine-2-carboxamide C(C)(=O)C1=NN(C2=CC=C(C=C12)C=1C=NC(=NC1)NC)CC(=O)N1[C@@H](C[C@H](C1)F)C(=O)NC1=NC(=CC=C1)Br